5-(3-methyl-1H-pyrazol-1-yl)quinoline-2-carboxylic acid CC1=NN(C=C1)C1=C2C=CC(=NC2=CC=C1)C(=O)O